1,2,3,4-tetrakis(2-mercaptoethyl)benzene SCCC1=C(C(=C(C=C1)CCS)CCS)CCS